4-(((1R)-1-(3-(1,1-difluoro-2-hydroxy-3-methoxy-2-methylpropyl)-2-fluorophenyl)ethyl)amino)-2,6,8,8-tetramethyl-6,8-dihydro-7H-pyrrolo[2,3-g]quinazolin-7-one FC(C(COC)(C)O)(F)C=1C(=C(C=CC1)[C@@H](C)NC1=NC(=NC2=CC3=C(C=C12)N(C(C3(C)C)=O)C)C)F